1,3-dibenzylimidazolin-2-one C(C1=CC=CC=C1)N1C(N(CC1)CC1=CC=CC=C1)=O